isopropyl (R)-((((2R,3S,4R,5S)-5-(4-aminopyrrolo[2,1-f][1,2,4]triazin-7-yl)-2-cyano-3,4-dihydroxytetrahydrofuran-2-yl) methoxy) (phenoxy) phosphoryl)-L-alaninate NC1=NC=NN2C1=CC=C2[C@H]2[C@@H]([C@@H]([C@@](O2)(C#N)COP(=O)(OC2=CC=CC=C2)N[C@H](C)C(=O)OC(C)C)O)O